C12(CC3CC(CC(C1)C3)C2)C=2C=C(C=CC2OC)N2CCCC3=CC(=CC=C23)\C=C(\C=C\C2=C(C(OC2(C)C)=C(C#N)C#N)C#N)/C=2SC=CC2 2-[4-[(1E,3Z)-4-[1-[3-(1-adamantyl)-4-methoxy-phenyl]-3,4-dihydro-2H-quinolin-6-yl]-3-(2-thienyl)but-1,3-dienyl]-3-cyano-5,5-dimethyl-2-furanylidene]malononitrile